rac-(Tetrahydrofuran-2-yl)methyl 5-(3-(4-carbamoylphenyl)-N-methylpyrazolo[1,5-a]pyridine-5-carboxamido)-2-chlorobenzoate C(N)(=O)C1=CC=C(C=C1)C=1C=NN2C1C=C(C=C2)C(=O)N(C)C=2C=CC(=C(C(=O)OC[C@@H]1OCCC1)C2)Cl |r|